4-(5-(2-methoxyphenyl)isoxazol-3-yl)aniline COC1=C(C=CC=C1)C1=CC(=NO1)C1=CC=C(N)C=C1